C(CCC\C=C/C\C=C/C\C=C/C\C=C/CCCCC)(=O)NCCO ANANDAMID